FC(CC1OC(OC1)=O)(C(F)(F)F)F 4-(2,2,3,3,3-pentafluoro-propyl)-[1,3]dioxolan-2-one